tert-Butyl (3R)-3-[(1S)-2-[(4S)-4-benzyl-2-oxo-oxazolidin-3-yl]-1-[(5-bromopyrimidin-2-yl)methyl]-2-oxo-ethyl]pyrrolidine-1-carboxylate C(C1=CC=CC=C1)[C@@H]1N(C(OC1)=O)C([C@@H](CC1=NC=C(C=N1)Br)[C@@H]1CN(CC1)C(=O)OC(C)(C)C)=O